2-oxo-5-(trifluoromethyl)pyridin O=C1NC=C(C=C1)C(F)(F)F